3-(cyclopropylcarbamoyl)-3-methylazetidin C1(CC1)NC(=O)C1(CNC1)C